carbamic acid, [5-(3-bromo-1H-pyrrolo[2,3-b]pyridin-5-yl)-2-pyridinyl]-1,1-dimethylethyl ester C(N)(OC(CC1=NC=C(C=C1)C=1C=C2C(=NC1)NC=C2Br)(C)C)=O